3-(chloromethyl)-5-(4-iodophenyl)isoxazol ClCC1=NOC(=C1)C1=CC=C(C=C1)I